COC(C)(C)C1C=CC(CC1)=O 4-(1-methoxy-1-methylethyl)cyclohex-2-en-1-one